tert-butyl 3-[7-[8-ethyl-3-(methoxymethoxy)-1-naphthyl]-8-fluoro-2-(2-hydroxyethoxy)pyrido[4,3-d]pyrimidin-4-yl]-3,8-diazabicyclo[3.2.1]octane-8-carboxylate C(C)C=1C=CC=C2C=C(C=C(C12)C1=C(C=2N=C(N=C(C2C=N1)N1CC2CCC(C1)N2C(=O)OC(C)(C)C)OCCO)F)OCOC